Cl.C(CC)C1=CC=C(C=C1)C1=NC(=NO1)C1=CC=C(C2=CC=CC=C12)CN1CC(C1)C(=O)O ((4-(5-(4-propylphenyl)-1,2,4-oxadiazol-3-yl)naphthalen-1-yl)methyl)azetidine-3-carboxylic acid hydrochloride